CN(CCCCCCCCCCCC)C Dimethyl-dodecyl-amine